Methyl (6-(2-fluoro-5-((4-oxo-3,4-dihydrophthalazin-1-yl)methyl)phenyl)-7-methyl-3H-imidazo[4,5-b]pyridin-2-yl)carbamate FC1=C(C=C(C=C1)CC1=NNC(C2=CC=CC=C12)=O)C=1C(=C2C(=NC1)NC(=N2)NC(OC)=O)C